ClC1=CC2=C(N=C(S2)C=2C=CC(=C(OCCCCCCC(=O)NO)C2)OC)C=C1 7-(5-(6-chlorobenzo[d]thiazole-2-yl)-2-methoxyphenoxy)-N-hydroxyheptanamide